C(\C=C\C)[C@H]1N2C(=NC=3C=C(C=C(OC1)C32)C(=O)N)NC(=O)C3=CC(=NN3CC)C (R,E)-3-(but-2-en-1-yl)-2-(1-ethyl-3-methyl-1H-pyrazole-5-carboxamido)-3,4-dihydro-5-oxa-1,2a-diazaacenaphthylene-7-carboxamide